COC(NC1=CC=C2C3=CNC([C@H](CCCCC(NC2=C1)=O)NC(\C=C\C1=C(C(=CC=C1N1N=NN=C1)Cl)F)=O)=N3)=O {(S)-14-[(E)-3-(3-Chloro-2-fluoro-6-tetrazol-1-yl-phenyl)-acryloylamino]-9-oxo-8,16,18-triaza-tricyclo[13.2.1.02,7]octadeca-1(17),2,4,6,15(18)-pentaen-5-yl}-carbamic Acid methyl ester